(2-(((2RS,5SR)-2-isopropyl-5-methylcyclohexylidene)methoxy)ethyl)benzene C(C)(C)[C@@H]1C(C[C@H](CC1)C)=COCCC1=CC=CC=C1 |r|